NC1=C(C=CC(=C1)C=1C(=NOC1C)C)N[C@@H]1CN(CC1)C(=O)OC(C)(C)C tert-butyl (S)-3-((2-amino-4-(3,5-dimethylisoxazol-4-yl)phenyl)amino)pyrrolidine-1-carboxylate